ClC=1C(=NC(=NC1)NC1=CC(=C(C=C1OC(C)C)C1CCN(CC1)CC=1C=C(C=NC1)N1C(NC(CC1)=O)=O)C)NC1=C(C=CC=C1)S(=O)(=O)C(C)C 1-(5-((4-(4-((5-chloro-4-((2-(isopropylsulfonyl)phenyl)amino)pyrimidin-2-yl)amino)-5-isopropoxy-2-methylphenyl)piperidin-1-yl)methyl)pyridin-3-yl)dihydropyrimidine-2,4(1H,3H)-dione